OCCOC=1C=CC2=C(SC(=C2)C(=O)O)C1 6-(2-hydroxyethoxy)benzo[b]thiophene-2-carboxylic acid